COC1=NC=CC(=N1)[Sn](C)(C)C 2-methoxy-4-(trimethylstannyl)pyrimidine